OC1=CC=C(C=CC(=O)C=2C(C(C(C2O)O)C2[C@H](O)[C@@H](O)[C@H](O)[C@H](O2)CO)=O)C=C1 2-p-hydroxycinnamoyl-3,4-dihydroxyl-5-(glucosyl)cyclopent-2-enone